1,5-dichloroethyl-3-nitroaza-pentane ClC(C)NCC(CCCl)[N+](=O)[O-]